(S)-1-(3-chloro-4-methoxyphenyl)-6-(5-(3,5-dimethylisoxazol-4-yl)-1-((1r,4S)-4-methoxycyclohexyl)-1H-benzo[d]imidazol-2-yl)piperidin-2-one ClC=1C=C(C=CC1OC)N1C(CCC[C@H]1C1=NC2=C(N1C1CCC(CC1)OC)C=CC(=C2)C=2C(=NOC2C)C)=O